trimethyl-[2-[[4-[4-(4,4,5,5-tetramethyl-1,3,2-dioxaborolan-2-yl)phenyl]pyrazol-1-yl]methoxy]ethyl]silane C[Si](CCOCN1N=CC(=C1)C1=CC=C(C=C1)B1OC(C(O1)(C)C)(C)C)(C)C